bis(aminoethyl) Carbonate C(OCCN)(OCCN)=O